3-(2-(4-((3-methoxybenzyl)(3-(pyrrolidin-1-yl)benzyl)amino)phenoxy)ethoxy)-N,N-dimethylaniline COC=1C=C(CN(C2=CC=C(OCCOC=3C=C(N(C)C)C=CC3)C=C2)CC2=CC(=CC=C2)N2CCCC2)C=CC1